COC(C1=C(C=C(C(=C1)[N+](=O)[O-])F)F)=O 2,4-difluoro-5-nitrobenzoic acid methyl ester